1-tert-butyl 3-ethyl 6-oxoazepane-1,3-dicarboxylate O=C1CCC(CN(C1)C(=O)OC(C)(C)C)C(=O)OCC